ONO.ON1N=NN=C1C1=NN=NN1O 1,1'-dihydroxy-5,5'-bi-tetrazole dihydroxyamine salt